2-acrylamido-4-methoxy-5-(octyloxy)benzoic acid C(C=C)(=O)NC1=C(C(=O)O)C=C(C(=C1)OC)OCCCCCCCC